NC1=NC=2C=CC(=CC2C2=C1C=NN2C)C(=O)N([C@@H]2COC1=C2C=CC(=C1)C=1N=C(SC1)C(F)(F)F)C 4-amino-N,1-dimethyl-N-((3S)-6-(2-(trifluoromethyl)-1,3-thiazol-4-yl)-2,3-dihydro-1-benzofuran-3-yl)-1H-pyrazolo[4,3-c]quinoline-8-carboxamide